ClC1=C(C=CC=C1C1=CC=C(C(=N1)OC)CN1CC(CC1)C(=O)O)C1=C(C(=CC=C1)NC(=O)C=1C(N(C(N(C1)C)=O)C)=O)Cl 1-((6-(2,2'-dichloro-3'-(1,3-dimethyl-2,4-dioxo-1,2,3,4-tetrahydropyrimidine-5-carboxamido)-[1,1'-biphenyl]-3-yl)-2-methoxypyridin-3-yl)methyl)pyrrolidine-3-carboxylic acid